NC1=CC(=NN1CC(=O)N1C[C@@]2(CC1)C1=C(NC(O2)=O)C=CC(=C1F)Cl)C1=CC(=CC=C1)C(F)(F)F (R)-1'-(2-(5-Amino-3-(3-(trifluoromethyl)phenyl)-1H-pyrazol-1-yl)acetyl)-6-chloro-5-fluorospiro[benzo[d][1,3]oxazine-4,3'-pyrrolidin]-2(1H)-one